FC(CNC=1N=C(C2=C(N1)C=CS2)NCC2=C(C=CC=C2)C(F)(F)F)(F)F N2-(2,2,2-trifluoroethyl)-N4-(2-(trifluoromethyl)benzyl)thieno[3,2-d]pyrimidine-2,4-diamine